COC(=O)[C@H]1N(C[C@H](C1)O)C(=O)OC(C)(C)C (2s,4s)-4-hydroxypyrrolidine-1,2-dicarboxylic acid 1-(tert-butyl) 2-methyl ester